2-[7-[[6-(trifluoromethyl)-3-pyridyl]methyl]-2,7-diazaspiro[3.4]octane-2-carbonyl]-8-oxa-2,5-diazaspiro[3.5]nonan-6-one FC(C1=CC=C(C=N1)CN1CCC2(CN(C2)C(=O)N2CC3(C2)NC(COC3)=O)C1)(F)F